(2-amino-3-(3-((6-(pyridin-2-ylmethoxy)pyridin-3-yl)methyl)isoxazol-5-yl)pyridin-1-ium-1-yl)methyl hydrogen phosphate P(=O)(OC[N+]1=C(C(=CC=C1)C1=CC(=NO1)CC=1C=NC(=CC1)OCC1=NC=CC=C1)N)(O)[O-]